1-(7-hydroxynaphthalen-1-yl)-1H-pyrrole-2,5-dione OC1=CC=C2C=CC=C(C2=C1)N1C(C=CC1=O)=O